(S)-6-((S)-5-Chloro-6-fluoro-2-phenyl-2-((S)-pyrrolidin-2-yl)-2,3-dihydrobenzofuran-4-yl)-7-fluoro-1H-indazole-5-carboxamide ClC=1C(=CC2=C(C[C@@](O2)([C@H]2NCCC2)C2=CC=CC=C2)C1C1=C(C=C2C=NNC2=C1F)C(=O)N)F